3-carboxymethyl-1-(4-vinylbenzyl)-3H-imidazol-1-ium sulfate S(=O)(=O)([O-])[O-].C(=O)(O)CN1C=[N+](C=C1)CC1=CC=C(C=C1)C=C.C(=O)(O)CN1C=[N+](C=C1)CC1=CC=C(C=C1)C=C